FC=1C=C(C=CC1)NC=1SC2=C(N1)CC[C@@]1([C@H]3CC[C@]/4([C@H]([C@@H]3CC=C12)CC\C4=N/O)C)C (5aR,5bS,7aS,10aS,10bR,E)-2-((3-fluorophenyl)amino)-5a,7a-dimethyl-4,5,5a,5b,6,7,7a,9,10,10a,10b,11-dodecahydro-8H-cyclopenta[7,8]phenanthro[2,1-d]thiazol-8-one oxime